sulfur lanthanum cadmium [Cd].[La].[S]